2,2'-((ethane-1,2-diylbis(oxy))bis(ethane-2,1-diyl))bis(6-bromo-1H-benzo[de]isoquinoline-1,3(2H)-dione) C(COCCN1C(C2=CC=CC=3C2=C(C1=O)C=CC3Br)=O)OCCN3C(C1=CC=CC=2C1=C(C3=O)C=CC2Br)=O